ClC=1C=C2C(=CC1Cl)NC(C21CN(C(C1)C)C(CO)=O)=O 5,6-dichloro-1'-(2-hydroxyacetyl)-5'-methyl-1H-spiro[indole-3,3'-pyrrolidin]-2-one